NC=1NC2=CC=C(C=C2C1C#N)N(C)C 2-amino-5-(dimethylamino)-1H-indole-3-carbonitrile